C1(=CC=CC=C1)C(C(CC(=O)C1=CC=CC=C1)C1=C(C=CC=C1)C)=O 1,4-diphenyl-2-(o-tolyl)butane-1,4-dione